7-(4-(6-(6-(4-isopropylpiperazin-1-yl)pyridin-3-yl)-1-methyl-1H-benzo[d]imidazol-4-yl)phenyl)-2-(oxetan-3-yl)-2,7-diazaspiro[3.5]nonane C(C)(C)N1CCN(CC1)C1=CC=C(C=N1)C=1C=C(C2=C(N(C=N2)C)C1)C1=CC=C(C=C1)N1CCC2(CN(C2)C2COC2)CC1